4-(2-{5-chloro-2-oxo-1,2-dihydrospiro[indole-3,4'-piperidin]-1'-yl}ethoxy)-2,6-difluorobenzoic acid ClC=1C=C2C(=CC1)NC(C21CCN(CC1)CCOC1=CC(=C(C(=O)O)C(=C1)F)F)=O